tert-butyl-(2S,4S)-2-((difluoromethoxy)methyl)-4-methoxypyrrolidine 2,2-dimethylmorpholine-4-carboxylate CC1(CN(CCO1)C(=O)O)C.C(C)(C)(C)N1[C@@H](C[C@@H](C1)OC)COC(F)F